4-methacryloxybenzophenone C(C(=C)C)(=O)OC1=CC=C(C(=O)C2=CC=CC=C2)C=C1